O1C2=C(OCC1)C=C(C=C2)NC=2C1=C(N=CN2)C=CC(=N1)N1[C@@H]2CN([C@H](C1)C2)C(C=C)=O 1-((1S,4S)-5-(4-((2,3-dihydrobenzo[b][1,4]dioxin-6-yl)amino)pyrido[3,2-d]pyrimidin-6-yl)-2,5-diazabicyclo[2.2.1]heptan-2-yl)prop-2-en-1-one